(R)-2-(1-(6-methoxy-5-(trifluoromethyl)pyridin-3-yl)ethoxy)isoindoline COC1=C(C=C(C=N1)[C@@H](C)ON1CC2=CC=CC=C2C1)C(F)(F)F